O=C1NCC2(C3(CN(C3)C(=O)OC(C)(C)C)CC2)C1 tert-butyl 8-oxo-2,7-diazadispiro[3.0.45.24]undecane-2-carboxylate